3-((2-(2-chloro-5H-pyrrolo[2,3-b]pyrazin-7-yl)-5-fluoro-6-(thiophen-2-yl)pyrimidin-4-yl)amino)-4-methyl-4-(pyridin-2-yl)pentanoic acid ClC=1N=C2C(=NC1)NC=C2C2=NC(=C(C(=N2)NC(CC(=O)O)C(C)(C2=NC=CC=C2)C)F)C=2SC=CC2